CN1C(C=2N=CN([C@H]3[C@H](O)[C@H](O)[C@@H](CO)O3)C2N=C1N)=O N1-Methylguanosine